3-(2-chloro-3-nitropyridin-4-yl)-2-hydroxyacrylic acid ethyl ester C(C)OC(C(=CC1=C(C(=NC=C1)Cl)[N+](=O)[O-])O)=O